6,9,12,15,18-pentaoxa-3,21-diazatetracosan-23-ol CCNCCOCCOCCOCCOCCOCCNCC(C)O